NC=1C2=C(N=CN1)N(C(=C2C2=CC(=C(C=C2)Cl)F)C#CC2CN(C2)C2CCN(CC2)C(C=C)=O)C 1-(4-(3-((4-amino-5-(4-chloro-3-fluorophenyl)-7-methyl-7H-pyrrolo[2,3-d]pyrimidin-6-yl)ethynyl)azetidin-1-yl)piperidin-1-yl)prop-2-en-1-one